6-chloro-3-({4-methyl-2,6,7-trioxabicyclo[2.2.2]oct-1-yl}methoxy)pyridazin-4-amine ClC1=CC(=C(N=N1)OCC12OCC(CO1)(CO2)C)N